COC(=O)C=1C=2N(C=CC1C=1C=NN(C1C)CC13CC4CC(CC(C1)C4)C3)C(=CN2)C=2C=NC(=NC2)N 7-(1-(adamantan-1-ylmethyl)-5-methyl-1H-pyrazol-4-yl)-3-(2-aminopyrimidin-5-yl)imidazo[1,2-a]pyridine-8-carboxylic acid methyl ester